N-cyclopropyl-2-(difluoromethoxy)-6-methoxy-4-[7-(2-methoxyethoxy)imidazo[1,2-a]pyridin-3-yl]benzamide C1(CC1)NC(C1=C(C=C(C=C1OC)C1=CN=C2N1C=CC(=C2)OCCOC)OC(F)F)=O